C1(CCCC1)SC1=NC=CC=C1C1=CC=C(C=C1)NCC1C(C1)C(=O)O 2-{[4-(2-cyclopentylsulfanyl-pyridin-3-yl)-phenylamino]-methyl}-cyclopropanecarboxylic acid